C(C)OC(CN1C([C@@H](N(CC1)C(NCCCC1=NC=2NCCCC2C=C1)=O)CO)=O)=O (S)-2-(3-(hydroxymethyl)-2-oxo-4-(3-(5,6,7,8-tetrahydro-1,8-naphthyridin-2-yl)propylcarbamoyl)piperazin-1-yl)acetic acid ethyl ester